4-(3-methyl-4-methylsulfonyl-phenyl)-3-(trifluoromethoxy)-1H-pyrazolo[4,3-b]pyridin CC=1C=C(C=CC1S(=O)(=O)C)N1C=2C(=CC=C1)NNC2OC(F)(F)F